1-(3-(methyl-(phenyl)amino)propyl)-1H-pyrrole-2,5-dione CN(CCCN1C(C=CC1=O)=O)C1=CC=CC=C1